N-cyclopentyl-2-(4-ethylpiperazin-1-yl)benzo[d]thiazole-6-sulfonamide C1(CCCC1)NS(=O)(=O)C1=CC2=C(N=C(S2)N2CCN(CC2)CC)C=C1